C(C)(C)(C)C=1C(=CC(=C(C(=O)N2CC3=CC(=CC=C3CC2)N(C(C=C)=O)C)C1)O)OC N-(2-(5-(tert-Butyl)-2-hydroxy-4-methoxybenzoyl)-1,2,3,4-tetrahydroisoquinolin-7-yl)-N-methylacrylamide